palladium (II) bis(benzonitrile) dichloride [Cl-].[Cl-].C(C1=CC=CC=C1)#N.C(C1=CC=CC=C1)#N.[Pd+2]